C=CC(=O)O methylenecarboxylmethane